(benzotriazol-1-yloxy)-tris(pyrrolidino)-phosphonium hexafluoro-phosphate F[P-](F)(F)(F)(F)F.N1(N=NC2=C1C=CC=C2)O[P+](N2CCCC2)(N2CCCC2)N2CCCC2